[Pt].[Zn].[Co] Cobalt-Zinc-Platinum